C(CCCCCCCCCCCCCCCCCCC)O cosanol